FC=1C=C(C=C(C1)F)C1=NC(=NC(=N1)N1N=CC=C1)[C@H](C)N(C1CCOCC1)C (S)-N-(1-(4-(3,5-difluorophenyl)-6-(1H-pyrazol-1-yl)-1,3,5-triazin-2-yl)ethyl)-N-methyltetrahydro-2H-pyran-4-amine